5-bromo-2,3-dimethylbenzenesulfonyl chloride BrC=1C=C(C(=C(C1)S(=O)(=O)Cl)C)C